hydroxyaniSOle COC1=CC=CC=C1O